(S)-5-bromo-N-(1,1,1-trifluorobut-2-yl)-4-(trifluoromethyl)pyridin-2-amine BrC=1C(=CC(=NC1)N[C@H](C(F)(F)F)CC)C(F)(F)F